2-(4-(3-acetyl-7-(trifluoromethyl)thieno[3,2-b]pyridin-5-yl)piperazin-1-yl)-N-isopropylacetamide C(C)(=O)C1=CSC=2C1=NC(=CC2C(F)(F)F)N2CCN(CC2)CC(=O)NC(C)C